COC(CC1CCN(CC1)C(=O)[C@H]1N(CCOC1)C(CC1=CC=C(C=C1)NC(=O)NC1=CC=C(C=C1)CNC(=O)OC(C)(C)C)=O)=O.BrC=1C=C(C=C(C1)C)NC(C)=O N-(3-bromo-5-methylphenyl)acetamide methyl-(S)-2-(1-(4-(2-(4-(3-(4-(((tert-butoxycarbonyl)amino)methyl)phenyl)ureido)phenyl)acetyl)morpholine-3-carbonyl)piperidin-4-yl)acetate